2-Chloro-N1-(4-Chloro-3-(Pyridin-2-Yl)Phenyl)-N4-(4,5-Dihydrothiazol-2-Yl)Terephthalamide ClC1=C(C(=O)NC2=CC(=C(C=C2)Cl)C2=NC=CC=C2)C=CC(=C1)C(=O)NC=1SCCN1